BrC=1C=CC(=C(C1)S(=O)(=O)N1CCC2(CC(CO2)NC[C@@H](COC=2C=C(C=CC2)S(=O)(=O)NC)O)CC1)C 3-((2S)-3-(8-(5-bromo-2-methylphenylsulfonyl)-1-oxa-8-azaspiro[4.5]decan-3-ylamino)-2-hydroxypropoxy)-N-methylbenzenesulfonamide